C(CCC)[N+](C)(CCCC)CCCC tributyl-(methyl)ammonium